(2S,4R)-1-(2-(4-amino-5-fluoro-7H-pyrrolo[2,3-d]pyrimidin-7-yl)acetyl)-N-(3-chloro-2-fluorophenylmethyl)-4-fluoropyrrolidine-2-carboxamide NC=1C2=C(N=CN1)N(C=C2F)CC(=O)N2[C@@H](C[C@H](C2)F)C(=O)NCC2=C(C(=CC=C2)Cl)F